FC(C1=CC=C(C=C1)N1CCOCC1)(F)F [4-(trifluoromethyl)phenyl]morpholine